C(CC=CCCCCC)(=O)OC methyl 3-nonenoate